(S)-2-amino-2-methyl-N-(1-oxo-3-phenyl-1-((6-(trifluoromethoxy)benzo[d]thiazol-2-yl)amino)propan-2-yl)propanamide NC(C(=O)N[C@H](C(NC=1SC2=C(N1)C=CC(=C2)OC(F)(F)F)=O)CC2=CC=CC=C2)(C)C